NC1=C2C(=NC=N1)N(N=C2C2=CC(=C(C=C2)CC(=O)O)F)C(C)C 2-(4-(4-amino-1-isopropyl-1H-pyrazolo[3,4-d]pyrimidin-3-yl)-2-fluorophenyl)acetic Acid